2-(4-amino-5-fluoro-2-oxopyrimidin-1(2H)-yl)-4-(benzyloxy)-5-((benzyloxy)methyl)-5-(difluoromethyl)tetrahydrofuran-3-yl acetate C(C)(=O)OC1C(OC(C1OCC1=CC=CC=C1)(C(F)F)COCC1=CC=CC=C1)N1C(N=C(C(=C1)F)N)=O